C(C1=CC=CC=C1)[C@@H]1N(OCC1)C1=CC(=NC=N1)NC=1C(=CC(=C(C1)NC(C=C)=O)N1CCN(CC1)C)OC N-(5-((6-((S)-3-benzylisoxazolidine-2-yl)pyrimidine-4-yl)amino)-4-methoxy-2-(4-methylpiperazine-1-yl)phenyl)acrylamide